C1(CC1)C1=NC(=C(C#N)C=C1)NC1COCC1C 6-cyclopropyl-2-((4-methyltetrahydrofuran-3-yl)amino)nicotinonitrile